(6-methylbenzothiazolyl)-2-bromoacetamide CC1=CC2=C(N=C(S2)C(C(=O)N)Br)C=C1